IC1=CC(=C(N)C=C1)N1NC=CN1 4-iodo-2-(1H-1,2,3-triazol-2-yl)aniline